Cl.N[C@H]1[C@@H](CCC1)NC(=O)C1=CN(CCS1)C=1C2=C(N=CN1)NC=C2C N-((1R,2R)-2-aminocyclopentyl)-4-(5-methyl-7H-pyrrolo[2,3-d]pyrimidin-4-yl)-3,4-dihydro-2H-1,4-thiazine-6-carboxamide hydrochloride